C(C=C)(=O)OCCCCCCC[Si](C)(C)Br acryloxyheptylbromodimethylsilane